ClC1=C(C(=CC=C1Cl)O)[C@@H]1C[C@@H](NCC1)CC(=O)N1CCOCC1 |o1:9,11| 2-[(2R,4S)-rel-4-(2,3-dichloro-6-hydroxyphenyl)piperidin-2-yl]-1-(morpholin-4-yl)ethan-1-one